2-((tert-butoxycarbonyl)amino)-2-(3-chlorophenyl)propionic acid C(C)(C)(C)OC(=O)NC(C(=O)O)(C)C1=CC(=CC=C1)Cl